tert-Butyl (2S,4R)-2-((5-bromo-2-fluoropyridin-4-yl)carbamoyl)-4-fluoropyrrolidine-1-carboxylate BrC=1C(=CC(=NC1)F)NC(=O)[C@H]1N(C[C@@H](C1)F)C(=O)OC(C)(C)C